(1R,1S,8r)-benzyl 8-amino-4-azabicyclo[5.1.0]octane-4-carboxylate, hydrochloride Cl.NC1C2CCN(CC[C@@H]12)C(=O)OCC1=CC=CC=C1